5-((1-((2-(trimethylsilyl)ethoxy)methyl)-1H-pyrazolo(4,3-c)pyridin-4-yl)methoxy)-1,3,4-thiadiazol-2-amine C[Si](CCOCN1N=CC=2C(=NC=CC21)COC2=NN=C(S2)N)(C)C